(1-morpholinocyclopentyl)methylamine O1CCN(CC1)C1(CCCC1)CN